1-methyl-N-(3-(4-((1-methylpiperidin-4-yl)amino)quinazolin-6-yl)-1H-pyrrolo[2,3-b]pyridin-5-yl)piperidine-4-carboxamide CN1CCC(CC1)C(=O)NC=1C=C2C(=NC1)NC=C2C=2C=C1C(=NC=NC1=CC2)NC2CCN(CC2)C